7-amino-3-(1-(but-2-ynoyl)pyrrolidin-3-yl)-1-(4-phenoxyphenyl)-1,5-dihydro-4H-pyrrolo[2,3-d]pyridazin-4-one NC1=NNC(C2=C1N(C=C2C2CN(CC2)C(C#CC)=O)C2=CC=C(C=C2)OC2=CC=CC=C2)=O